(R)-3-methyl-1-(tetrahydro-2H-pyran-4-yl)-8-(6-(1-(2-(4-(trifluoromethoxy)piperidin-1-yl)ethoxy)ethyl)pyridin-3-yl)-1H-imidazo[4,5-c]cinnolin-2(3H)-one CN1C(N(C2=C1N=NC=1C=CC(=CC21)C=2C=NC(=CC2)[C@@H](C)OCCN2CCC(CC2)OC(F)(F)F)C2CCOCC2)=O